9-methoxy-2,3-dihydro-4H-1-thia-3a,5,8-triazaphenalene-4,6(5H)-dione COC1=NC=C2C(NC(N3CCSC1=C32)=O)=O